O(S(=O)(=O)C(F)(F)F)C1=NC(=C(C2=C1C=CS2)C2=C(C=C(C=C2OC[C@@H](C)O)F)F)C2=NN1C(CNC[C@@H]1C)=C2 [7-[2,4-difluoro-6-[(2R)-2-hydroxypropoxy] phenyl]-6-[(7S)-7-methyl-4,5,6,7-tetrahydropyrazolo[1,5-a]pyrazin-2-yl] thieno[3,2-c]pyridin-4-yl] triflate